N1(CCC1)CC1=C(CNC2=CC(=C(C(=C2)F)S(=O)(=O)NC2=NC(=CC=C2)F)F)C(=CC=C1)F 4-((2-(azetidin-1-ylmethyl)-6-fluorobenzyl)amino)-2,6-difluoro-N-(6-fluoropyridin-2-yl)benzenesulfonamide